C(C)(C)(C)OC(=O)N1CCC(CC1)(C(N[C@@H](CCC(C)O)C1=CC=CC=C1)=O)O.OC1(CCN(CC1)C(=O)OC(C)(C)C)C(N[C@@H](CCC(C)=O)C1=CC=CC=C1)=O tert-Butyl (S)-4-hydroxy-4-((4-oxo-1-phenylpentyl)carbamoyl)piperidine-1-carboxylate tert-butyl-4-hydroxy-4-(((1S)-4-hydroxy-1-phenylpentyl)carbamoyl)piperidine-1-carboxylate